(1R,3S)-3-(3-{[(2,5-dimethoxypyridin-4-yl)-acetyl]amino}-1H-pyrazol-5-yl)cyclopentyl propan-2-ylcarbamate CC(C)NC(O[C@H]1C[C@H](CC1)C1=CC(=NN1)NC(CC1=CC(=NC=C1OC)OC)=O)=O